FC(C=1C=C2CC(CC2=CC1)NC1=NC=C(C=N1)C1=NN=C(O1)CC(=O)O)F 2-(5-(2-((5-(difluoromethyl)-2,3-dihydro-1H-inden-2-yl)amino)pyrimidin-5-yl)-1,3,4-oxadiazol-2-yl)acetic acid